(R)-3-((3-(cyclopropylmethyl)-1-((2-(trimethylsilyl)ethoxy)methyl)-1H-pyrrolo[2,3-b]pyridin-4-yl)amino)piperidine-1-carboxylic acid tert-butyl ester C(C)(C)(C)OC(=O)N1C[C@@H](CCC1)NC1=C2C(=NC=C1)N(C=C2CC2CC2)COCC[Si](C)(C)C